O,N-dimethyl-hydroxylamine HCl salt Cl.CONC